O=C1N(C(CC1)=O)CCOC1=CC=C(C=C1)[C@@H]1CN(C[C@@H]1COC=1C=C2C(NCC2=CC1)=O)C(=O)OC(C)(C)C |r| (+/-)-cis-tert-Butyl 3-{4-[2-(2,5-Dioxopyrrolidin-1-yl)ethoxy]phenyl}-4-{[(3-oxoisoindolin-5-yl)oxy]methyl}pyrrolidine-1-carboxylate